CN1C=NC=C1C=1N=C(C2=C(N1)C=NC=C2)NC2(CC2)C 2-(1-methyl-1H-imidazol-5-yl)-N-(1-methylcyclopropyl)pyrido[3,4-d]pyrimidin-4-amine